(R)-(1-chloro-4-((1-methylpiperazin-3-yl)amino)phthalazin-6-yl)dimethylphosphine ClC1=NN=C(C2=CC(=CC=C12)P(C)C)N[C@@H]1CN(CCN1)C